C[C@H]1CN(C[C@H](O1)C)C=1C=CC=2N(N1)C(=CN2)C2=CC=C(C=C2)C=2C=NN(C2)C (2S,6R)-2,6-dimethyl-4-(3-(4-(1-methyl-1H-pyrazol-4-yl)phenyl)imidazo[1,2-b]pyridazin-6-yl)morpholine